C(C)(=O)[O-].C[NH+]1C=2N(CCC1)CCCN2 1-methyl-1,3,4,6,7,8-hexahydro-2H-pyrimido[1,2-a]-pyrimidinium acetate